N-[6-(5-chloro-1,3-benzothiazol-2-yl)spiro[3.3]heptan-2-yl]-3-(trifluoromethyl)benzamide ClC=1C=CC2=C(N=C(S2)C2CC3(CC(C3)NC(C3=CC(=CC=C3)C(F)(F)F)=O)C2)C1